O=C1NC(CCC1N1C(C2=CC=C(C=C2C1=O)B1OC(C(O1)(C)C)(C)C)=O)=O 2-(2,6-dioxopiperidin-3-yl)-5-(4,4,5,5-tetramethyl-1,3,2-dioxaborolan-2-yl)isoindoline-1,3-dione